FC1=CC=C(C=C1)C1=NN2C(CCCC2)=C1I 2-(4-fluorophenyl)-3-iodo-4,5,6,7-tetrahydropyrazolo[1,5-a]pyridine